O1C[C@H]([C@H](C1)N)N Cis-tetrahydrofuran-3,4-diamine